CCC(CC(C)OOC(C)(C)C1=CC=CC=C1)O methyl-4-(cumylperoxy)-2-pentanol